methyl-3-[(benzo[d][1,3]dioxol-4-yl)oxy]-3-[4-(3-(4-isopropylpiperazin-1-yl)propoxy)phenyl]propanamine oxalate C(C(=O)O)(=O)O.CC(CC(C1=CC=C(C=C1)OCCCN1CCN(CC1)C(C)C)OC1=CC=CC=2OCOC21)N